C1OPOCC12COPOC2 2,4,8,10-Tetraoxa-3,9-diphosphaspiro[5.5]undecan